F[C@H]1[C@@H](O[C@@H]([C@H]1O)CO)N1C=NC=2C(N)=NC=CC12 3-deaza-2'-deoxy-2'-fluoroadenosine